CN1C(=CC2=C1CN(C2=O)CCNC2=NC=CC1=CC=C(C=C21)C2=NOC(=N2)C)C(=O)OCC ethyl 1-methyl-5-(2-{[7-(5-methyl-1,2,4-oxadiazol-3-yl) isoquinolin-1-yl] amino} ethyl)-4-oxo-1h,4h,5h,6h-pyrrolo[2,3-c]pyrrole-2-carboxylate